N-[3-[2-(difluoromethoxy)-5-[(3-methoxyphenyl)sulfanyl]phenyl]-1-methyl-1H-pyrazol-4-yl]pyrazolo[1,5-a]pyrimidine-3-carboxamide FC(OC1=C(C=C(C=C1)SC1=CC(=CC=C1)OC)C1=NN(C=C1NC(=O)C=1C=NN2C1N=CC=C2)C)F